CCOC(=O)C(C)(C)C(=O)OCCC1=CC=CC=C1 The molecule is a dieter obtained by the formal condensation of the two carboxy groups of dimethylmalonic acid with ethanol and 2-phenylethanol respectively. It has a role as a metabolite. It is a diester and a member of dicarboxylic acids and O-substituted derivatives. It derives from an ethanol and a 2-phenylethanol.